N[C@H](CC1=C(C2=NC(=CC(=C2S1)NCC=1SC=CN1)Cl)Br)COC(F)(F)F 2-[(2R)-2-amino-3-(trifluoromethoxy)propyl]-3-bromo-5-chloro-N-[(1,3-thiazol-2-yl)methyl]thieno[3,2-b]pyridin-7-amine